5-(benzo[d]thiazol-5-yl)-3,4-dihydro-2H-1,4-oxazine S1C=NC2=C1C=CC(=C2)C=2NCCOC2